O=C1N(C(CC1)=O)C(=O)O.CC1CC=C(CC1)C1=CN=C2C(=N1)N(N=C2)CC(=O)NC2=CC=1N(C=C2)N=CN1 2-[6-(4-methylcyclohex-1-en-1-yl)-1H-pyrazolo[3,4-b]pyrazin-1-yl]-N-([1,2,4]triazolo[1,5-a]pyridin-7-yl)acetamide (2,5-Dioxopyrrolidin-1-yl)formate